C1N(CC12CCCNC2)C=2N=CC(=NC2)C(=O)NC=2C=C(C=1N(C2)C=C(N1)C)F 5-(2,8-diazaspiro[3.5]nonan-2-yl)-N-(8-fluoro-2-methyl-imidazo[1,2-a]pyridin-6-yl)pyrazine-2-carboxamide